N-benzoyl-N-(5-(3-benzyl-4-oxo-3,4-dihydro-quinazolin-6-yl)pyridin-2-yl)benzamide C(C1=CC=CC=C1)(=O)N(C(C1=CC=CC=C1)=O)C1=NC=C(C=C1)C=1C=C2C(N(C=NC2=CC1)CC1=CC=CC=C1)=O